3-(2-Chloro-3-(1,4-benzodioxan-6-yl)anilino)-5-chlorobenzisothiazole ClC1=C(NC2=NSC3=C2C=C(C=C3)Cl)C=CC=C1C1=CC3=C(OCCO3)C=C1